ClC=1C=C2CN(C3(C2=CC1)C=CC(CC3)=O)C[C@H](COCC3=CC=C(C=C3)OC)C 5'-chloro-2'-{(2R)-3-[(4-methoxyphenyl)methoxy]-2-methylpropyl}-2',3'-dihydrospiro[cyclohex-2-en-1,1'-isoindol]-4-one